4-(((trans)-4-(2-chloro-5-(trifluoromethoxy)phenyl)cyclohexyl)thio)-1H-1,2,3-triazole-5-carboxylic acid ClC1=C(C=C(C=C1)OC(F)(F)F)[C@@H]1CC[C@H](CC1)SC=1N=NNC1C(=O)O